C1=CC=CC=2C=3C(=CC=CC3C3=CC=CC=C3C12)B(O)O triphenylene-5-boronic acid